2-(4,4-difluoroazepan-1-yl)-N-(3-methanesulfinylphenyl)-1,8-naphthyridine-3-carboxamide FC1(CCN(CCC1)C1=NC2=NC=CC=C2C=C1C(=O)NC1=CC(=CC=C1)S(=O)C)F